NC1=NC=C(C2=C1C(=C(S2)C2=C(C=C(C=C2)NC(C(=C)C)=O)C)C2=CC(=C(C=C2)OC2=NC=CC(=N2)C)F)C=2SC(=CN2)C N-(4-(4-amino-3-(3-fluoro-4-((4-methylpyrimidin-2-yl)oxy)phenyl)-7-(5-methylthiazol-2-yl)thieno[3,2-c]pyridin-2-yl)-3-methylphenyl)methacrylamide